ClC=1C=C2C(=CC(=NC2=CC1)C(F)(F)F)NCC1(CCN(CC1)C(=O)NC1CCC(CC1)O)C1=CC=C(C=C1)F 4-(((6-chloro-2-(trifluoromethyl)quinolin-4-yl)amino)methyl)-4-(4-fluorophenyl)-N-((1r,4r)-4-hydroxycyclohexyl)piperidine-1-carboxamide